(3S,8aR)-3-(bromomethyl)-3-methyltetrahydro-1H-pyrrolo[2,1-c][1,4]oxazine-1,4-dione BrC[C@@]1(C(N2[C@@H](C(O1)=O)CCC2)=O)C